[K+3].[N+](=O)([O-])[Co]([N+](=O)[O-])([N+](=O)[O-])([N+](=O)[O-])([N+](=O)[O-])[N+](=O)[O-] Hexanitrocobalt Potassium (III)